allyl-o-nitrobenzene C(C=C)C1=C(C=CC=C1)[N+](=O)[O-]